O=C1C2=C(CNC1)NC(=C2)C(=O)[O-] 4-oxo-4,5,6,7-tetrahydro-1H-pyrrolo[2,3-c]pyridine-2-carboxylate